N-(3-((5-chloro-2-((4-fluoro-2-methoxy-5-nitrophenyl)amino)pyrimidin-4-yl)amino)-4-methoxyphenyl)acetamide ClC=1C(=NC(=NC1)NC1=C(C=C(C(=C1)[N+](=O)[O-])F)OC)NC=1C=C(C=CC1OC)NC(C)=O